ClC=1C(=NC(=NC1)NC=1C=NN(C1)CC1=CC=C(C=C1)[N+](=O)[O-])NC=1C=NNC1 5-chloro-N2-(1-(4-nitrobenzyl)-1H-pyrazol-4-yl)-N4-(1H-pyrazol-4-yl)pyrimidine-2,4-diamine